C(C)(=O)OC[C@H](COC1=CC=C(C=C1)C(C)(C)C1=CC(=C(OC[C@H](CCl)CC(=O)O)C(=C1)Cl)Cl)O.OC1=CC=C(C=C1)CCS(=O)(=O)N(C)C 2-(4-hydroxyphenyl)-N,N-dimethylaminosulfonyl-ethane (R)-1-(4-(2-(4-((S)-3-acetoxy-2-hydroxypropoxy)phenyl)propan-2-yl)-2,6-dichlorophenoxy)-3-chloropropan-2-yl-acetate